ClC=1C=C(C=NC1N1N=CC=N1)NC(=O)C=1C=NN(C1C(F)(F)F)C1=NC=C(C=C1)C N-(5-chloro-6-(2H-1,2,3-triazol-2-yl)pyridin-3-yl)-1-(5-methylpyridin-2-yl)-5-(trifluoromethyl)-1H-pyrazole-4-carboxamide